2-bromo-7-hydroxy-4-methylthiazolo[5,4-b]pyridin-5(4H)-one BrC=1SC=2N(C(C=C(C2N1)O)=O)C